3-(4-((1R,5S)-3,8-diazabicyclo[3.2.1]octan-3-yl)-6,8-difluoro-2-((tetrahydro-1H-pyrrolizin-7a(5H)-yl)methoxy)quinazolin-7-yl)-4-fluoroaniline [C@H]12CN(C[C@H](CC1)N2)C2=NC(=NC1=C(C(=C(C=C21)F)C=2C=C(N)C=CC2F)F)OCC21CCCN1CCC2